3-(2-(dimethylamino)ethyl)-1H-indol-4-yl 2-acetoxybenzoate C(C)(=O)OC1=C(C(=O)OC2=C3C(=CNC3=CC=C2)CCN(C)C)C=CC=C1